N1C(NCC12CCCNC2)=O 1,3,9-triazaspiro[4.5]decan-2-one